2-((Diphenylmethylene)amino)-3-(pyridin-3-yl)propionic acid tert-butyl ester C(C)(C)(C)OC(C(CC=1C=NC=CC1)N=C(C1=CC=CC=C1)C1=CC=CC=C1)=O